FC1(CN(C1)C1=C2C(=NC=C1C(F)(F)F)NC(=C2)C2CCOCC2)F 4-(3,3-difluoroazetidin-1-yl)-2-(tetrahydro-2H-pyran-4-yl)-5-(trifluoromethyl)-1H-pyrrolo[2,3-b]pyridine